N-phenyl-4'-propargyl-4-biphenylsulfonamide C1(=CC=CC=C1)NS(=O)(=O)C1=CC=C(C=C1)C1=CC=C(C=C1)CC#C